P(=O)(OCCOCCOCCOC)(OCCOCCOCCOC)Br bis(2-(2-(2-methoxyethoxy) ethoxy) ethyl) monobromophosphate